Carbonyl-Cobalt C(=O)=[Co]